NC=1SC(=C(N1)C1=CC=CC=C1)OC1=CC(=NC=C1)NC=1C=C(C=CC1)NS(=O)(=O)C N-(3-((4-((2-amino-4-phenylthiazol-5-yl)oxy)pyridin-2-yl)amino)phenyl)methanesulfonamide